3-(5-(2-Aminoethoxy)-3'-ethoxy-4'-(7-oxo-6,7-dihydro-3H-[1,2,3]triazolo[4,5-d]pyrimidin-5-yl)-[1,1'-biphenyl]-3-yl)propanoic acid NCCOC=1C=C(C=C(C1)C1=CC(=C(C=C1)C=1NC(C2=C(N1)NN=N2)=O)OCC)CCC(=O)O